C(C1=CC=CC=C1)O[C@H](C(=O)OCC1=CC=CC=C1)CC1=CC=CC=C1 Benzyl (S)-2-(benzyloxy)-3-phenylpropionate